C(CCCCCCC\C=C/CCCCCCCC)(=O)OCC(OC(CCCCCCC\C=C/CCCCCCCC)=O)COP(=O)(O)OCCN 1,2-dioleoyl-glycero-3-phosphorylethanolamine